NC1=CC=C(C=C1)N1CCC(CC1)O 1-(4-Aminophenyl)piperidin-4-ol